C(C)(C)(C)C1=CC=C(C(=O)[O-])C=C1 p-tertbutylbenzoate